FC(OC1=CC=C(C=C1)S(=O)(=O)N1CC=2CN(CC2C1)C(=O)C1OCCC2=C1C=CC=C2)F 2-[4-(Difluoromethoxy)benzenesulfonyl]-5-(3,4-dihydro-1H-2-benzopyran-1-carbonyl)-1H,2H,3H,4H,5H,6H-pyrrolo[3,4-c]pyrrole